4-[4-[[(3RS)-2,6-dioxo-3-piperidinyl]amino]phenyl]piperidine-1-carboxylic acid tert-butyl ester C(C)(C)(C)OC(=O)N1CCC(CC1)C1=CC=C(C=C1)N[C@H]1C(NC(CC1)=O)=O |r|